N'-((ethane-1,2-diylbis(oxy))Bis(ethane-2,1-diyl))bisacrylamide Ethyl-6-(2-((2-(4-(Furan-2-yl)phenyl)-1H-benzo[d]imidazol-1-yl)methyl)phenoxy)hexanoate C(C)OC(CCCCCOC1=C(C=CC=C1)CN1C(=NC2=C1C=CC=C2)C2=CC=C(C=C2)C=2OC=CC2)=O.C(COCCC=CC(=O)N)OCCC=CC(=O)N